C[Si]([SiH3])([SiH3])C dimethyl-trisilane